N1=CN(C2=NC=CC=C21)C2=CC(=CC(=N2)N=S(=O)(C)C)N2[C@@H](COCC2)C (R)-((6-(3H-imidazo[4,5-b]pyridin-3-yl)-4-(3-methylmorpholino)pyridin-2-yl)imino)dimethyl-λ6-sulfanone